2-[6-(2-methoxyethyl)pyridin-3-yl]-N-[(3S)-9-fluoro-2-oxo-5-phenyl-1,3-dihydro-1,4-benzodiazepine-3-Yl]pyrazolo[1,5-a]pyrimidine-3-carboxamide COCCC1=CC=C(C=N1)C1=NN2C(N=CC=C2)=C1C(=O)N[C@@H]1C(NC2=C(C(=N1)C1=CC=CC=C1)C=CC=C2F)=O